(s)-5-(Azetidin-2-ylmethoxy)-N-(1-(7-methoxyquinolin-5-yl)cyclopropyl)-2-methylbenzamide N1[C@@H](CC1)COC=1C=CC(=C(C(=O)NC2(CC2)C2=C3C=CC=NC3=CC(=C2)OC)C1)C